(4-chlorophenyl-2,3-dihydro-1H-inden-1-yl)methanone ClC1=CC=C(C=C1)C1(CCC2=CC=CC=C12)C=O